racemic-anti-2-(trifluoromethyl)oxan-4-ol FC(C1OCCC(C1)O)(F)F